CC(C)(C)C1=CC=C(C=C1)NC1=CC=C(C=C1)C(C)(C)C 4-(1,1-dimethylethyl)-N-[4-(1,1-dimethylethyl)phenyl]phenylamine